7-Isopropoxy-2-(1-methyl-2-oxabicyclo[2.1.1]hexan-4-yl)imidazo[1,2-a]pyrimidine-6-carboxylic acid C(C)(C)OC1=NC=2N(C=C1C(=O)O)C=C(N2)C21COC(C2)(C1)C